C(CCCCCCCCCCCCCCC)(=O)OC=1N(C2=CC=CC=C2C1C=O)C(=O)OC methyl (palmitoyloxy)3-formyl-1H-indole-1-carboxylate